5-isothiocyanato-2-phenyl-3-(3,3,3-trifluoro-1-phenylpropyl)-1H-indole N(=C=S)C=1C=C2C(=C(NC2=CC1)C1=CC=CC=C1)C(CC(F)(F)F)C1=CC=CC=C1